[O-]S(=O)(=O)C(F)(F)F.C(CCC)[N+]1(CCCCC1)CCCC 1,1-Dibutylpiperidinium triflat